N1=C2C(=C(C=C1)N)CCC2 6,7-dihydro-5H-cyclopenta[b]pyridin-4-amine